N-cyclopropyl-2-(difluoromethoxy)-4-[7-[3-[(2R,6S)-2,6-dimethyl-1-piperidyl]propoxy]imidazo[1,2-a]pyridin-3-yl]-6-methoxy-benzamide C1(CC1)NC(C1=C(C=C(C=C1OC)C1=CN=C2N1C=CC(=C2)OCCCN2[C@@H](CCC[C@@H]2C)C)OC(F)F)=O